[(7S,9aS)-7-hydroxy-7-[5-(trifluoromethyl)pyridin-2-yl]-3,4,6,8,9,9a-hexahydro-1H-pyrido[1,2-a]pyrazin-2-yl]-(2-chloro-3-methoxyphenyl)methanone O[C@]1(CC[C@@H]2N(CCN(C2)C(=O)C2=C(C(=CC=C2)OC)Cl)C1)C1=NC=C(C=C1)C(F)(F)F